ClC1=C(C=CC=C1C1CCN(CC1)C)O 2-chloro-3-(1-methyl-4-piperidyl)phenol